N[C@@H]1CN(C[C@H]1N)C(=O)OC(C)(C)C tert-butyl (3R,4R)-3,4-diaminopyrrolidine-1-carboxylate